(11R)-11-Isobutyl-6-(3-methyl-2-pyridyl)-2,2-dioxo-9-oxa-2λ6-thia-3,5,12,19-tetrazatricyclo[12.3.1.14,8]nonadeca-1(18),4(19),5,7,14,16-hexaen-13-one C(C(C)C)[C@@H]1COC2=CC(=NC(NS(C=3C=CC=C(C(N1)=O)C3)(=O)=O)=N2)C2=NC=CC=C2C